ClC1=C(C(=CC=C1)C=1C(=NN(C1)C)C(F)(F)F)C1=CC=2NC(N(C(C2S1)=O)C1=CN=CC2=CC=CC=C12)=O 6-(2-chloro-6-(1-methyl-3-(trifluoromethyl)-1H-pyrazol-4-yl)phenyl)-3-(isoquinolin-4-yl)thieno[3,2-d]pyrimidine-2,4(1H,3H)-dione